ClC1=NC(=C2N=CN(C2=N1)C1C(C(C2(CC12)C(=O)NC)O)O)NCC1=CC(=CC=C1)Cl (1'S,2'R,3'S,4'R,5'S)-4-(2-chloro-6-(3-chlorobenzylamino)-9H-purin-9-yl)-2,3-dihydroxy-N-methylbicyclo[3.1.0]hexane-1-carboxamide